2-(2-(2-methoxyethoxy)ethoxy)-2,2'-bipyridine COCCOCCOC1(NC=CC=C1)C1=NC=CC=C1